FC1=C(C(=C2C=CNC2=C1F)S(=O)(=O)C(C)C)OC=1C=CC(=C(C1)C=1NC=C(N1)[C@@]1(CCOC2=C(C=CC=C12)CCC(=O)O)C)F 3-[(4R)-4-[2-[5-[(6,7-difluoro-4-isopropylsulfonyl-1H-indol-5-yl)oxy]-2-fluoro-phenyl]-1H-imidazol-4-yl]-4-methyl-chroman-8-yl]propanoic acid